1-(difluoromethyl)-3-ethynylbenzene FC(C1=CC(=CC=C1)C#C)F